(2R)-N-(4-tert-butylphenyl)-1-cyano-N-[2-oxo-2-(3-oxopiperazin-1-yl)-1-(3-pyridyl)ethyl]pyrrolidine-2-carboxamide C(C)(C)(C)C1=CC=C(C=C1)N(C(=O)[C@@H]1N(CCC1)C#N)C(C(N1CC(NCC1)=O)=O)C=1C=NC=CC1